N-(1-(4-bromophenethyl)-5-cyano-1H-benzo[d]imidazole-2-yl)-3-methylbutyramide BrC1=CC=C(CCN2C(=NC3=C2C=CC(=C3)C#N)NC(CC(C)C)=O)C=C1